N-(2-((2-chloro-5-fluoropyrimidin-4-yl)amino)phenyl)methylsulfonamide ClC1=NC=C(C(=N1)NC1=C(C=CC=C1)CNS(=O)=O)F